FC(CN1N=NC2=C1C=C(C=C2)C=2C=C(N1N=C(N=C(C12)OC)N[C@H]1C(CN(C1)C(C)=O)(F)F)[2H])F (R)-1-(4-((5-(1-(2,2-difluoroethyl)-1H-benzo[d][1,2,3]triazol-6-yl)-4-methoxypyrrolo[2,1-f][1,2,4]triazin-2-yl-7-d)amino)-3,3-difluoropyrrolidin-1-yl)ethan-1-one